O=C1NC(CCC1N1C(N(C2=C1C=CC(=C2)C2CCN(CC2)CCCC(=O)OC(C)(C)C)C)=O)=O tert-butyl 4-[4-[1-(2,6-dioxopiperidin-3-yl)-3-methyl-2-oxo-1,3-benzodiazol-5-yl]piperidin-1-yl]butanoate